C(C)(C)(C)OC(=O)C1C2C=CC(C1)C2 bicyclo[2.2.1]-5-heptene-2-carboxylic acid tert-butyl ester